C(C)OC(C1=CN=C(C=C1C1=C(C=CC=C1OC)F)CN)=O.COC1=CC=CC2=C(C=CC=C12)OC 1,5-dimethoxynaphthalene ethyl-6-(aminomethyl)-4-(2-fluoro-6-methoxyphenyl)nicotinate